FC1=C(C=CC(=C1)I)NC1=C(C=NC(N1)=O)C(=O)N1CC(C1)([C@H]1NCCCC1)O 6-[(2-fluoro-4-iodophenyl)amino]-5-({3-hydroxy-3-[(2S)-piperidin-2-yl]azetidin-1-yl}carbonyl)pyrimidin-2(1H)-one